BrC[C@]1(CCC(C(O1)=O)=C)C1=CC=CC=C1 (S)-6-(bromomethyl)-3-methylene-6-phenyltetrahydro-2H-pyran-2-one